5-chloro-2-(2,5-dimethyl-1H-pyrrol-1-yl)thiophene-3-carboxylic acid methyl ester COC(=O)C1=C(SC(=C1)Cl)N1C(=CC=C1C)C